FC=1C=CC=C2CO[C@@H](C12)CNC (S)-1-(7-fluoro-1,3-dihydroisobenzofuran-1-yl)-N-methyl-methylamine